COC1CCC(CC1)N.Cl (1S,4S)-4-methoxycyclohexan-1-amine hydrochloride